N-(4''-(aminomethyl)-3''-fluoro-5''-methoxy-2,2'-dimethyl-[1,1':3',1''-terphenyl]-3-yl)pyrimidine-4-carboxamide NCC1=C(C=C(C=C1OC)C=1C(=C(C=CC1)C1=C(C(=CC=C1)NC(=O)C1=NC=NC=C1)C)C)F